S1C2=C(C=C1)CCCC2 4,5,6,7-tetrahydrobenzo[b]thiophen